C(C(C)C)N(C1=NC(=NC(=N1)S)S)CC(C)C 6-diisobutylamino-1,3,5-triazine-2,4-dithiol